2-methyl-furane CC=1OC=CC1